8-(2-fluorobenzyl)-2-methylimidazo[1,2-a]pyrazine-6-carbonitrile FC1=C(CC=2C=3N(C=C(N2)C#N)C=C(N3)C)C=CC=C1